dimethylsilyl-bis(cyclopentadienyl)hafnium dichloride [Cl-].[Cl-].C[SiH](C)[Hf+2](C1C=CC=C1)C1C=CC=C1